S1C(=NC2=C1C=CC=C2)C2=CC=C(OCCCCCCCC(=O)NO)C=C2 8-(4-(benzo[d]thiazol-2-yl)phenoxy)-N-hydroxyoctanamide